ClC=1C=C(C=CC1C1CNCCO1)NC(=O)C1=NNC(=C1C)CC N-(3-chloro-4-(morpholin-2-yl)phenyl)-5-ethyl-4-methyl-1H-pyrazole-3-carboxamide